6-Bromo-3-[(3S,4S)-4-[[(R)-tert-butylsulfinyl]amino]-3-methyl-2-oxa-8-azaspiro[4.5]decan-8-yl]-5-methyl-pyrazine-2-carboxylic acid ethyl ester C(C)OC(=O)C1=NC(=C(N=C1N1CCC2([C@@H]([C@@H](OC2)C)N[S@](=O)C(C)(C)C)CC1)C)Br